Ammonium hydrogensulfit S(=O)(O)[O-].[NH4+]